BrC=1C=C(C=NC1C)CC#N 2-(5-bromo-6-methylpyridin-3-yl)acetonitrile